FC(C=1C=C(O[C@H]2CN(CC2)C(C(=O)OC)(C)C)C=CC1)(F)F methyl 2-[(3R)-3-[3-(trifluoromethyl) phenoxy] pyrrolidin-1-yl]-2-methylpropionate